(3S,4S)-4-methoxy-N,N-dimethylpyrrolidin-3-amine hydrochloride Cl.CO[C@@H]1[C@H](CNC1)N(C)C